2-(1-(6-chloro-2-((dimethylamino)methyl)pyridin-3-yl)piperidin-3-yl)propan-2-ol ClC1=CC=C(C(=N1)CN(C)C)N1CC(CCC1)C(C)(C)O